O[C@H](C)C1=NC=2C(=C3C(=NC2)NC=C3)N1[C@H]1CN(CC1)CCC#N 3-((R)-3-(2-((R)-1-Hydroxyethyl)imidazo[4,5-d]pyrrolo[2,3-b]pyridin-1(6H)-yl)pyrrolidin-1-yl)propanenitrile